(R)-3-((3-(8-Amino-4-methylpyrido[3,4-d]pyrimidin-2-yl)phenyl)ethynyl)-3-hydroxy-1-methylpyrrolidin-2-one NC1=NC=CC2=C1N=C(N=C2C)C=2C=C(C=CC2)C#C[C@]2(C(N(CC2)C)=O)O